C=C1OC2CCCCC2O1 8-methylene-7,9-dioxabicyclo[4.3.0]nonane